8-ethyl-7-fluoronaphthalen C(C)C=1C(=CC=C2C=CC=CC12)F